C(C=C)[C@]1(N(C[C@@H](C1)F)C(=O)OC(C)(C)C)C(=O)OC 1-(tert-Butyl) 2-methyl (2R,4R)-2-allyl-4-fluoropyrrolidine-1,2-dicarboxylate